[O-]P([O-])(=O)OP(=O)([O-])[O-].[Na+].[Na+].[Na+].[Na+] Tetra-sodium Pyrophosphate